C1(CCCCC1)CCC(=O)OCC(COC(CCCC(CCCC(=O)OCC(COC(CCC1CCCCC1)=O)COC(CCC1CCCCC1)=O)OC(CCCN(C)C)=O)=O)COC(CCC1CCCCC1)=O bis(3-((3-cyclohexylpropanoyl)oxy)-2-(((3-cyclohexylpropanoyl)oxy)methyl)propyl)5-((4-(dimethylamino)butanoyl)oxy)nonanedioate